ClC1=CC=C2C(=CNC2=C1N1N=CC=C1C)S(=O)(=O)Cl 6-chloro-7-(5-methylpyrazol-1-yl)-1H-indole-3-sulfonyl chloride